C1(=CC=CC=C1)C1=NC(=NC(=N1)C1=CC=CC=C1)C1=CC(=C(C=C1)C1=CC=CC=C1)C=1C2=CC=CC=C2C=C2C=CC=CC12 4,6-Diphenyl-2-[2-(anthracen-9-yl)-biphenyl-4-yl]-1,3,5-triazine